COC1=C2O[C@@]3(CC[C@H](C([C@H]3CC2=CC(=C1)\C=C\C1=CC(=C(C(=C1)OCCOCC#C)CC=C(C)C)OCCOCC#C)(C)C)O)C (2R,4aR,9aR)-5-methoxy-1,1,4a-trimethyl-7-((E)-4-(3-methylbut-2-en-1-yl)-3,5-bis(2-(prop-2-yn-1-yloxy)ethoxy)styryl)-2,3,4,4a,9,9a-hexahydro-1H-xanthen-2-ol